FC(CCOC([C@H]1N(CCC1)C(C1=C(C=CC=C1C(F)(F)F)F)=O)=O)=C(F)F N-[2-fluoro-6-(trifluoromethyl)benzoyl]-L-proline 3,4,4-trifluorobut-3-en-1-yl ester